CC12CCC3C(CO1)(CCC1C(CCCC13C)(C)C)O2 dodecahydro-3,8,8,11a-tetramethyl-5H-3,5a-epoxynaphth[2,1-c]oxepin